NC=1C2=C(N=CN1)N(C(=C2C2=CC=C(C=C2)OC2=CC=CC=C2)C#CC2CN(C2)C(\C=C\CN(C)C)=O)CCOC (E)-1-(3-((4-amino-7-(2-methoxyethyl)-5-(4-phenoxyphenyl)-7H-pyrrolo[2,3-d]pyrimidin-6-yl)ethynyl)azetidin-1-yl)-4-(dimethylamino)but-2-en-1-one